1-(2-(1,2,3,4-tetrahydronaphthalen-2-yl)ethyl)guanidine methoxyethoxy-ethylmethacrylate COCCOC(=C(C(=O)O)C)CC.C1C(CCC2=CC=CC=C12)CCNC(=N)N